CC1=C(C(=O)O)C=CC(=C1)C=1C=C2C=CN(C2=CC1)C(CC)=O 2-methyl-4-(1-propionylindol-5-yl)benzoic acid